2-Amino-2-(4-chlorophenyl)-N-((S)-8,9-difluoro-6-oxo-1,4,5,6-tetrahydro-2H-pyrano[3,4-c]isoquinolin-1-yl)-N-methylacetamide NC(C(=O)N(C)[C@@H]1COCC=2NC(C=3C=C(C(=CC3C21)F)F)=O)C2=CC=C(C=C2)Cl